O[C@@H]1[C@@H](CCC=2C=CC(=CC12)C#N)[C@@H]1N2C(C3=CC=CC=C13)=CN=C2 (7S,8R)-8-Hydroxy-7-((S)-5H-imidazo[5,1-a]isoindol-5-yl)-5,6,7,8-tetrahydronaphthalen-2-carbonitril